ClC=1C=C(C=CC1)[C@@H](CO)NC(=O)C1=CN(C=C1C)C1=CC(=NC=C1)NC1=CC=CC=C1 (S)-N-(1-(3-chlorophenyl)-2-hydroxy-ethyl)-4-methyl-1-(2-(phenylamino)pyridin-4-yl)-1H-pyrrole-3-carboxamide